BrC1=CC(=C(C=C1)NC(CC)=N)OC([2H])([2H])[2H] N-(4-bromo-2-(methoxy-d3)phenyl)propionimidamide